2-(3-chloro-4-hydroxyphenyl)-5,6,7,8-tetrahydro-4H-benzo[4,5]thieno[2,3-d][1,3]oxazin-4-one ClC=1C=C(C=CC1O)C=1OC(C2=C(N1)SC1=C2CCCC1)=O